6-amino-2,3-dihydro-5,8-dihydroxynaphthalene-1,4-dione NC=1C(=C2C(CCC(C2=C(C1)O)=O)=O)O